3-[(2,4-dichlorobenzyl)amino]pyridine ClC1=C(CNC=2C=NC=CC2)C=CC(=C1)Cl